C(C)NCCC1=CC=C(CN2C(=C(C3=CC(=CC=C23)O)F)C2=CC=C(C=C2)OC)C=C1 1-(4-(2-(ethylamino)ethyl)benzyl)-3-fluoro-2-(4-methoxyphenyl)-1H-indol-5-ol